3-(2,5-Difluorobenzyl)pyridin-2-ol FC1=C(CC=2C(=NC=CC2)O)C=C(C=C1)F